O=C1N(C(CC1)=O)C(COCCOCCOCCOCCC)NC(CCC(=O)N1C=2C=CC=CC2C#CC=2C=CC=CC2C1)=O 2,5-dioxopyrrolidin-1-yl-1-(4-{2-azatricyclo[10.4.0.04,9]hexadeca-1(12),4(9),5,7,13,15-hexaen-10-yn-2-yl}-4-oxobutanamido)-3,6,9,12-tetraoxapentadecan